NC=1C(=NC=NC1Cl)NC1CC(C1)O 3-[(5-amino-6-chloro-pyrimidin-4-yl)amino]cyclobutanol